CN(C(=O)C1=CC=C(C=C1)CN1C(=CC2=CC=C(C=C12)SC1=CC=C(C=C1)OC1=CC=CC=C1)C(=O)O)C 1-[[4-(dimethylcarbamoyl)phenyl]methyl]-6-(4-phenoxyphenyl)sulfanyl-indole-2-carboxylic acid